NC1=CC=C(OC2=CC=C(C(C)(C)C3=CC=C(C=C3)C(C3=CC=C(C=C3)OC3=CC=C(C=C3)N)(C)C)C=C2)C=C1 1,4-bis[4-(4-aminophenoxy)-α,α-dimethylbenzyl]benzene